CC1C(C1)N1N=NC(=C1)C(=O)NCC=1SC(=NN1)C1=CC=CC=C1 1-(2-methylcyclopropyl)-N-((5-phenyl-1,3,4-thiadiazol-2-yl)methyl)-1H-1,2,3-triazole-4-carboxamide